FC=1C=C2C(=C(C=NC2=CC1)N)N[C@H]1C[C@H](OCC1)C 6-fluoro-N4-((2R,4R)-2-Methyltetrahydro-2H-pyran-4-yl)quinoline-3,4-diamine